ClC=1C(=CC(=NC1)C(C(=O)N)(C)C1=NC(=CC=C1)C(=C)OCC)C1=C2N(N=C1)CC(C2)(C)C (5-chloro-4-(5,5-dimethyl-5,6-dihydro-4H-pyrrolo[1,2-b]pyrazol-3-yl)pyridin-2-yl)-2-(6-(1-ethoxyvinyl)pyridin-2-yl)propionamide